14-Methylidene-8,11-diazatetracyclo[8.3.3.01,9.02,7]hexadeca-2,4,6,8-tetraene C=C1C23C4=CC=CC=C4N=C2C(NCC3)CC1